N1=CC(=C2N1C=C1C(N[C@H]3[C@@H](O1)CCC3)=N2)C(=O)OCC ethyl (5aR,8aS)-5,5a,6,7,8,8a-hexahydrocyclopenta[b]pyrazolo[1',5':1,2]pyrimido[4,5-e][1,4]oxazine-3-carboxylate